4-hydroxyl-methyl-3-[4-(trifluoromethyl)pyridin-2-yl]imidazolidin-2-one OC1N(C(N(C1)C)=O)C1=NC=CC(=C1)C(F)(F)F